N1(N=CC2=C1CNC2)C2=CC=C1C(=NN=C(C1=C2)N[C@H](C)C2=C(C(=CC=C2)C(F)(F)F)C)C (R)-7-(5,6-dihydropyrrolo[3,4-c]pyrazol-1(4H)-yl)-4-methyl-N-(1-(2-methyl-3-(trifluoromethyl)phenyl)ethyl)phthalazin-1-amine